[7-fluoro-3-[3-(methylamino)propyl]-2-oxo-1H-benzimidazol-4-yl]boronic acid FC1=CC=C(C2=C1NC(N2CCCNC)=O)B(O)O